C(C(C)(C)C)OB(O)C1=CC2=C(S1)C=CS2 Thieno[3,2-b]thiophen-2-ylboronic acid neopentyl ester